FC1=C(C(=C(C=C1)OC1=C(C(=C(C=C1)F)C)C)C)C 4-fluoro-2,3-dimethylphenyl ether